3-(4-((2-fluoropropylamino)methyl)phenyl)isoxazol FC(CNCC1=CC=C(C=C1)C1=NOC=C1)C